Cl[Si]1(C[SiH](C1)Cl)Br 1,3-dichloro-1-bromo-1,3-disilacyclobutane